C(CC)(=O)OC1C=CC2=CC=CC=C12 indenyl propionate